C=CC=CC=CC=CC=CC=CCCCCCCCCCCCC tetracosahexene